CO[Si](C(CNCCNCCN)C)(OC)OC 2-Trimethoxysilylpropyldiethylenetriamine